1-(4-(1-(3',4'-difluoro-[1,1'-biphenyl]-4-yl)-1H-benzo[d]imidazol-6-yl)phenyl)-3-(2-(di-methylamino)ethyl)urea FC=1C=C(C=CC1F)C1=CC=C(C=C1)N1C=NC2=C1C=C(C=C2)C2=CC=C(C=C2)NC(=O)NCCN(C)C